C1(=CC=CC=C1)C1=CC=C(C=C1)S(=O)(=O)NN=C(C)C1=CC=CC=C1 acetophenone p-phenyl-benzenesulfonyl hydrazone